C(=CC)N1C[C@@H](CCC1)N1N=C(C=2C1=NC=NC2N)C2=CC=C(C1=C2OCO1)NC(=O)C=1OC2=C(C1)C=C(C=C2)F (R)-N-(7-(1-(1-propenylpiperidin-3-yl)-4-amino-1H-pyrazolo[3,4-d]pyrimidin-3-yl)benzo[d][1,3]dioxol-4-yl)-5-fluorobenzofuran-2-carboxamide